5-(4-(4-(6-amino-4-(trifluoromethyl)pyridin-3-yl)-6-morpholino-1,3,5-triazin-2-yl)piperazin-1-yl)-N-hydroxypentanamide NC1=CC(=C(C=N1)C1=NC(=NC(=N1)N1CCOCC1)N1CCN(CC1)CCCCC(=O)NO)C(F)(F)F